6-(2-chlorophenyl)-2-{[4-(1H-pyrazol-4-yl)phenyl]amino}imidazo[1,2-a]pyrimido[5,4-e]pyrimidin ClC1=C(C=CC=C1)N1C=2N(C3=C(C1)C=NC(=N3)NC3=CC=C(C=C3)C=3C=NNC3)C=CN2